2-(2-amino-ethoxy)-ethane NCCOCC